ClC1=NC=CC2=C1C(NN2)=O 4-chloro-1,2-dihydro-3H-pyrazolo[4,3-c]pyridin-3-one